1-methyl-1H-pyrazole-3,5-diamine CN1N=C(C=C1N)N